FC(C1CC=2C=3C(=N[C@H](C4=NC(=NN4C3SC2C1)C)C)C1=C(C=CC=C1F)F)F (7S)-13-(difluoromethyl)-9-(2,6-difluorophenyl)-4,7-dimethyl-16-thia-2,3,5,8-tetrazatetracyclo[8.6.0.02,6.011,15]hexadeca-1(10),3,5,8,11(15)-pentaene